F[C@H]1[C@@]2(CCC[C@H](C[C@H]1N(C=1N=CC(=NC1)C1=C(C=C(C=C1)N1C=NC=C1)O)C)N2)C 2-(5-(((1S,2R,3R,5R)-2-fluoro-1-methyl-9-azabicyclo[3.3.1]nonan-3-yl)(methyl)amino)pyrazin-2-yl)-5-(1H-imidazol-1-yl)phenol